BrC=1C=NN(C1C1=CC=C(C=C1)I)C1=CC=CC=C1 4-bromo-5-(4-iodophenyl)-1-phenyl-1H-pyrazole